3-[[2-(Difluoromethyl)-5-[3-(difluoromethyl)-4-fluoro-phenyl]-3-pyridyl]methyl]-1,3-oxazinan-2-one FC(C1=NC=C(C=C1CN1C(OCCC1)=O)C1=CC(=C(C=C1)F)C(F)F)F